ClC1=NC=C(C(=N1)C1=CNC2=CC(=C(C=C12)O)C)Cl 3-(2,5-dichloropyrimidin-4-yl)-6-methyl-1H-indol-5-ol